N-(1-cyclopropyl-6-fluoro-2-(3-trifluoromethylphenyl)-5-benzimidazolyl)-5-(3,4,5-trimethoxyphenyl)-1,3,4-thiadiazol-2-amine C1(CC1)N1C(=NC2=C1C=C(C(=C2)NC=2SC(=NN2)C2=CC(=C(C(=C2)OC)OC)OC)F)C2=CC(=CC=C2)C(F)(F)F